CCCCC/C=C\C/C=C\C/C=C\C/C=C\CCCCCC(=O)OC[C@H](COP(=O)(O)OC[C@H](CO)O)OC(=O)CC/C=C\C/C=C\C/C=C\C/C=C\C/C=C\C/C=C\CC 1-(7Z,10Z,13Z,16Z-docosatetraenoyl)-2-(4Z,7Z,10Z,13Z,16Z,19Z-docosahexaenoyl)-glycero-3-phospho-(1'-sn-glycerol)